ClC1=CC=C2C(=NC=3N(C2=C1)C=NN3)NC 8-chloro-N-methyl-[1,2,4]triazolo[4,3-a]quinazolin-5-amine